(R)-1-(2-ethynyl-thiazol-4-yl)-3-(2-hydroxy-1-(4-(2-oxopyrrolidin-1-yl)phenyl)-ethyl)urea C(#C)C=1SC=C(N1)NC(=O)N[C@@H](CO)C1=CC=C(C=C1)N1C(CCC1)=O